CN1N=C(C=C(C1=O)C(C(=O)N(C)OC)C)C 2-(2,6-dimethyl-3-oxo-2,3-dihydropyridazin-4-yl)-N-methoxy-N-methylpropanamide